cyclopropyl-((5s,7s)-7-fluoro-5-(o-tolyl)-6,7-dihydro-5H-pyrrolo[1,2-b][1,2,4]triazol-2-yl)methanone C1(CC1)C(=O)C=1N=C2N(N1)[C@@H](C[C@@H]2F)C2=C(C=CC=C2)C